FC1=C(CC=2C=C(C=O)C=CC2)C=CC=C1 3-(2-fluorobenzyl)benzaldehyde